ClC=1C=C2C(=NC(=NC2=C(C1C1=CC(=CC2=CC=CC=C12)O)F)OCC12C(N(CCC1)C)CCC2)N2CC1CCC(C2)N1 4-(6-chloro-4-{3,8-diazabicyclo[3.2.1]oct-3-yl}-8-fluoro-2-({1-methyl-octahydro-1H-cyclopenta[b]pyridin-4a-yl}methoxy)quinazolin-7-yl)naphthalen-2-ol